NCC[C@H]1N(C(C2=CC(=CC=C12)C1=NC(=NC=C1Cl)NC1CCOCC1)=O)CC(=O)N[C@H](C)C1=CC(=CC=C1)OC 2-[(1R)-1-(2-aminoethyl)-5-{5-chloro-2-[(oxacyclohex-4-yl)amino]pyrimidin-4-yl}-3-oxo-2,3-dihydro-1H-isoindol-2-yl]-N-[(1R)-1-(3-methoxyphenyl)ethyl]acetamide